CC([C@@H](C(=O)N1[C@@H]([C@H]2C([C@H]2C1)(C)C)C(=O)OC)NC1COC1)(C)C methyl (1R,2S,5S)-3-[(2S)-3,3-dimethyl-2-(oxetan-3-ylamino)butanoyl]-6,6-dimethyl-3-azabicyclo[3.1.0]hexane-2-carboxylate